N-[m-fluorobenzoyl]pyrrolidine FC=1C=C(C(=O)N2CCCC2)C=CC1